Cl.COC([C@@H](N)CCCC)=O L-norleucine methyl ester HCl salt